8-(5-(2,2,2-trifluoro-1-hydroxyethyl)pyridin-2-yl)-1,4-dioxaspiro[4.5]decan-8-ol FC(C(O)C=1C=CC(=NC1)C1(CCC2(OCCO2)CC1)O)(F)F